(1S,2S)-2-fluoro-N-(6-(6-fluoro-7-isopropyl-5-(methylthio)-1H-indazol-4-yl)imidazo[1,2-a]pyrazin-2-yl)cyclopropane-1-carboxamide F[C@@H]1[C@@H](C1)C(=O)NC=1N=C2N(C=C(N=C2)C2=C3C=NNC3=C(C(=C2SC)F)C(C)C)C1